3-Iodo-4-methoxy-1H-pyrrolo[3,2-c]pyridine IC1=CNC2=C1C(=NC=C2)OC